4-[(2-{[tert-butyl(dimethyl)silyl]oxy}ethyl)(methyl)amino]butanoic acid [Si](C)(C)(C(C)(C)C)OCCN(CCCC(=O)O)C